bis(2-hydroxyphenyl)-1H-1,2,4-triazol OC1=C(C=CC=C1)C1=NC(=NN1)C1=C(C=CC=C1)O